4-iodo-1-(oxetan-3-yl)piperidine IC1CCN(CC1)C1COC1